O=C1NC(CCC1N1C(C2=CC=CC(=C2C1=O)N1CCC(CC1)C(=O)NC)=O)=O 1-(2-(2,6-dioxopiperidin-3-yl)-1,3-dioxoisoindol-4-yl)-N-methylpiperidine-4-carboxamide